C[C@@H]1O[C@@H](CN(C1)C1=CC=CC(=N1)C=1C=C2C=C(N=CC2=CC1)CC(=O)NC1CC(C1)C(=O)OC)C methyl (1s,3s)-3-(2-(6-(6-((cis)-2,6-dimethylmorpholino)pyridin-2-yl)isoquinolin-3-yl)acetamido)cyclobutane-1-carboxylate